ClC1=CC(=C(C=C1)C=1N=NNN1)C(OC)OC 5-(4-chloro-2-(dimethoxymethyl)phenyl)-2H-tetrazole